C(=CC)N1CC(CCC1)C=1N=C(N2C(=NC=CC21)N)C2=CC=C(C(=O)NC1=NC=CC(=C1)C1CC1)C=C2 4-(1-(1-propenylpiperidin-3-yl)-5-aminoimidazo[1,5-c]pyrimidin-3-yl)-N-(4-cyclopropylpyridin-2-yl)benzamide